COC1=CC=C2CC=3C(C4=C(OC3)C=CC=C4)C2=C1 10-methoxy-7,11b-dihydrobenzo[b]indeno[1,2-d]pyran